C(C)OCOCCCC(CC(CC(CC(CC(CC(C)I)C)C)C)C)C 14-iodo-4,6,8,10,12-pentamethylpentadecyl ethoxymethyl ether